C(C)(C)OC1=C(C(=CC=C1)OC(C)C)C1=C(C(=CC=C1)C)C 2',6'-diisopropoxyDimethyl-1,1'-biphenyl